OC(C(=O)N1CC2=C(C=C(C=C2CC1)C=1C=C2C(=NC1)NC=C2C)[C@H]2N(CCC2)C(=O)OC(C)(C)C)(C)C tert-butyl (S)-2-(2-(2-hydroxy-2-methylpropanoyl)-6-(3-methyl-1H-pyrrolo[2,3-b]pyridin-5-yl)-1,2,3,4-tetrahydroisoquinolin-8-yl)pyrrolidine-1-carboxylate